C(C)S(=O)(=O)C=1OC(=CC(C1C)=O)C 2-(ethylsulfonyl)-3,6-dimethyl-4-oxo-4H-pyran